FC(CN1CCC(CC1)(C)NC(OC(C)(C)C)=O)(F)F tert-butyl (1-(trifluoroethyl)-4-methylpiperidin-4-yl)carbamate